C(C)(C)(C)OC(=O)NC(NCCN1C2=CC(=CC=C2C=2C=C(C(=CC12)Cl)Cl)NC1=CC=C(C=C1)Cl)=NC(OC(C)(C)C)=O tert-butyl (tert-butoxycarbonylamino)(2-(2,3-dichloro-7-(4-chlorophenylamino)-9H-carbazol-9-yl)ethylamino)methylenecarbamate